FC(C(=O)N1CC(C1)C1=NN(C2=NC=CC(=C21)N2C([C@H](CC2)O)=O)C2=CC=C(C=C2)OC(F)(F)F)=C (3S)-1-[3-[1-(2-fluoroprop-2-enoyl)azetidin-3-yl]-1-[4-(trifluoromethoxy)phenyl]pyrazolo[3,4-b]pyridin-4-yl]-3-hydroxy-pyrrolidin-2-one